triphenylamine maleate C(\C=C/C(=O)O)(=O)O.C1(=CC=CC=C1)N(C1=CC=CC=C1)C1=CC=CC=C1